C(C)(C)(C)[S@](=O)N[C@H]1CCC=2C(=CC=CC12)C(=O)OCC ethyl (S)-1-(((S)-tert-butylsulfinyl) amino)-2,3-dihydro-1H-indene-4-carboxylate